(p-amyl-cinnamoyl)anthranilic acid C(CCCC)C1=CC=C(C=CC(=O)NC=2C(C(=O)O)=CC=CC2)C=C1